2-(3,5-dichloro-4-((5-isopropyl-6-oxo-1-(tetrahydro-2H-pyran-2-yl)-1,6-dihydropyridazin-3-yl)oxy)phenyl)-3,5-dioxo-2,3,4,5-tetrahydro-1,2,4-triazin-6-carbonitrile ClC=1C=C(C=C(C1OC1=NN(C(C(=C1)C(C)C)=O)C1OCCCC1)Cl)N1N=C(C(NC1=O)=O)C#N